ClC1=C(C=C(OCC(=O)N[C@@H]2CC[C@H](CC2)CNC(=O)C2=NC=C(C(=O)OC)C=C2)C=C1)F trans-methyl 6-(((4-(2-(4-chloro-3-fluorophenoxy)acetamido)cyclohexyl)methyl)carbamoyl)nicotinate